1-ethyl-N-(4-fluorobenzyl)-N-hydroxycyclopropane-1-carboxamide C(C)C1(CC1)C(=O)N(O)CC1=CC=C(C=C1)F